OC1=C(C=C(C2=CC=CC=C12)O)P1(OC2=CC=CC=C2C=2C=CC=CC12)=O 10-(1,4-dihydroxy-2-naphthyl)-9,10-dihydro-9-oxa-10-phosphaphenanthrene-10-oxide